(S)-(6-chloro-2,3-dihydro-[1,4]dioxino[2,3-e]benzofuran-3-yl)methanol ClC1=CC2=C(C=3C=COC31)OC[C@@H](O2)CO